COC(=O)N1CC(C1)C1=NC(=NO1)C1=C(C(=C(C(=C1)F)C)NC(=O)C1=CN=C2N1C=CC(=C2)N2CCNCC2)F 3-(3-(2,5-difluoro-4-methyl-3-(7-(piperazin-1-yl)imidazo[1,2-a]pyridine-3-carboxamido)phenyl)-1,2,4-oxadiazol-5-yl)azetidine-1-carboxylic acid methyl ester